5-Amino-3-[3,5-difluoro-4-[[(5-fluoro-2-methoxy-benzoyl)amino]methyl]phenyl]-1-tetrahydropyran-3-yl-pyrazole-4-carboxamide NC1=C(C(=NN1C1COCCC1)C1=CC(=C(C(=C1)F)CNC(C1=C(C=CC(=C1)F)OC)=O)F)C(=O)N